OC1(CCC1)C#CC=1C2=C(C(N(C1)C)=O)NC(=C2C(=O)OCC)C ethyl 4-[2-(1-hydroxycyclobutyl)ethynyl]-2,6-dimethyl-7-oxo-1H-pyrrolo[2,3-c]pyridine-3-carboxylate